N-(6-(2-(methoxymethyl)morpholino)-2,2-dimethyl-2,3-dihydrobenzo-furan-5-yl)pyrazolo[1,5-a]pyrimidine-3-carboxamide COCC1OCCN(C1)C1=CC2=C(CC(O2)(C)C)C=C1NC(=O)C=1C=NN2C1N=CC=C2